N-cyclohexyl-2-[(4,6-diamino-1,3,5-triazin-2-yl)thio]-propanamide C1(CCCCC1)NC(C(C)SC1=NC(=NC(=N1)N)N)=O